C(C1=CC=CC=C1)NC(=O)C=1N(C(N2C1CN(CC2)C(C2=CC(=C(C=C2)Br)Cl)=O)=O)C2=CC=C(C=C2)N2C=NC=C2 N-benzyl-7-(4-bromo-3-chloro-benzoyl)-2-(4-imidazol-1-ylphenyl)-3-oxo-6,8-dihydro-5H-imidazo[1,5-a]pyrazine-1-carboxamide